ClC=1C=NC(=NC1)N[C@H]1CN(CC1)C(=O)C1=CC=C2CCN(CC2=C1)C(C=C)=O (R)-1-(7-(3-((5-chloropyrimidin-2-yl)amino)pyrrolidine-1-carbonyl)-3,4-dihydroisoquinolin-2(1H)-yl)prop-2-en-1-one